C(CC)OC(=C(OCCC)OCCC)[SiH3] tripropoxyvinylsilane